CN(C1=CC=C(N=N1)N1N=C(C=C1)OC1=CC(=C(C=C1)NC1=NC=NC2=CC(=C(C=C12)NC1CCN(CC1)C(C=C)=O)OC)F)C 1-(4-((4-((4-((1-(6-(dimethylamino)pyridazin-3-yl)-1H-pyrazol-3-yl)oxy)-2-fluorophenyl)amino)-7-methoxyquinazolin-6-yl)amino)piperidin-1-yl)prop-2-en-1-one